S1C2(SCCC1)CCC1(CC2)OC2=CC(=C(C=C2C=C1)C(=O)O)C(=O)O dispiro[chromene-2,1'-cyclohexane-4',2''-[1,3]dithiane]-6,7-dicarboxylic acid